[C@H]1([C@@H](O)[C@@H](O)[C@H](O)[C@H](O1)C)O[C@@H]1[C@@H]([C@H](O[C@@H]([C@H]1O)C)O[C@H](C=O)[C@@H](O)[C@H](O)[C@H](O)C)O α-D-Rhamnopyranosyl-(1→3)-α-D-rhamnopyranosyl-(1→2)-D-rhamnose